N'-(1,1-dioxothiolan-3-yl)-N-phenylcyclopropane-1,1-dicarboxamide O=S1(CC(CC1)NC(=O)C1(CC1)C(=O)NC1=CC=CC=C1)=O